tert-Butyl 7-(acetylthio)-2-(3-(2-ethoxy-2-oxoethyl)phenyl)-2-methylheptanoate C(C)(=O)SCCCCCC(C(=O)OC(C)(C)C)(C)C1=CC(=CC=C1)CC(=O)OCC